benzyl 3-(4-(((tert-butyldimethylsilyl)oxy)methyl)-3-methoxy-phenyl)-3-hydroxyazetidine-1-carboxylate [Si](C)(C)(C(C)(C)C)OCC1=C(C=C(C=C1)C1(CN(C1)C(=O)OCC1=CC=CC=C1)O)OC